C1(CCCCC1)CCOC1CCN(CC1)C=1C(=CC2=C(C(C=3NC4=CC(=CC=C4C3C2=O)C#N)(C)C)C1)CC 8-[4-(2-Cyclohexyl-ethoxy)-piperidine-1-yl]-9-ethyl-6,6-dimethyl-11-oxo-6,11-dihydro-5H-benzo[b]carbazole-3-carbonitrile